BrC=1C=C2C(=NN(C(C2=CC1)=O)CC(=O)NC1=NC=C(C=N1)F)O[C@H]1[C@@H](C1)CC 2-[6-bromo-4-[trans-2-ethylcyclopropyl]oxy-1-oxophthalazin-2-yl]-N-(5-fluoropyrimidin-2-yl)acetamide